C(C)(C)(C)OC(=O)N1[C@H](CN(CC1)C=1C=NC(=CC1OC)N1C(=CC=C1C)C)C(O[SiH2]C(C)(C)C)(C)C (R)-2-(tert-butyl-dimethyl-silanyloxymethyl)-4-[6-(2,5-dimethyl-pyrrol-1-yl)-4-methoxy-pyridin-3-yl]-piperazine-1-carboxylic acid tert-butyl ester